N-[2-[(2,4-difluorobenzoyl)amino]ethyl]-1,2,3,4-tetrahydro-2,4-dioxo-1-propyl-pyrido[2,3-d]pyrimidine-6-carboxamide FC1=C(C(=O)NCCNC(=O)C2=CC3=C(N(C(NC3=O)=O)CCC)N=C2)C=CC(=C1)F